IC=1C=C(OC(C1O)=O)C(=O)OC methyl 4-iodo-5-hydroxy-6-oxopyran-2-carboxylate